(2R,4R)-4-(3-(cyclopropylmethoxy)-4-(difluoromethoxy)phenyl)-2-(((methylsulfonyl)oxy)methyl)pyrrolidine-1-carboxylic acid tert-butyl ester C(C)(C)(C)OC(=O)N1[C@H](C[C@@H](C1)C1=CC(=C(C=C1)OC(F)F)OCC1CC1)COS(=O)(=O)C